ClC=1N(C(C2=C(N1)N(N=C2)C2OCCCC2)=O)C 6-chloro-5-methyl-1-(tetrahydro-2H-pyran-2-yl)-1H-pyrazolo[3,4-d]pyrimidin-4(5H)-one